1-methylimidazolidine-4-one CN1CNC(C1)=O